7-[5-(4-hydroxyethyl-1-piperazinyl)pentyloxy]-3-acetylcoumarin oxime OCCN1CCN(CC1)CCCCCOC1=CC=C2C=C(C(OC2=C1)=NO)C(C)=O